(R)-7-(4-(2-((dimethylamino)methyl)morpholino)-6-fluoro-8-(methylamino)-9H-pyrido[2,3-b]indol-3-yl)-4-oxo-4H-quinolizine-3-carboxylic acid CN(C)C[C@H]1OCCN(C1)C1=C(C=NC=2NC3=C(C=C(C=C3C21)F)NC)C2=CN1C(C(=CC=C1C=C2)C(=O)O)=O